FC(C=1C(NC=CC1)=O)(F)F 3-(trifluoromethyl)-1H-pyridin-2-one